5-cyclopropyl-3-(trimethylstannyl)-1,2,4-triazine C1(CC1)C=1N=C(N=NC1)[Sn](C)(C)C